FC(C=1C=C(CC2=CC(=NC=C2)N2N=C3C(C(NCC3)=O)=N2)C=CC1)(F)F 2-(4-(3-(trifluoromethyl)benzyl)pyridin-2-yl)-2,5,6,7-tetrahydro-4H-[1,2,3]triazolo[4,5-c]pyridin-4-one